BrC1=C2CCN(C2=CC(=C1)C(=O)OC)S(=O)(=O)C methyl 4-bromo-1-(methylsulfonyl)indoline-6-carboxylate